succinic monoazide C(CCC(=O)O)(=O)N=[N+]=[N-]